O(P(OCCCCCCCCCCCCCCCCCC)OP([O-])[O-])CCCCCCCCCCCCCCCCCC bis(octadecyl) diphosphite